C1(CCCCC1)NC1CCCCC1.C(C1=CC=CC=C1)OC(=O)N[C@@H]([C@H](OC(C)(C)C)C)C(=O)O N-benzyloxycarbonyl-O-tertiary butyl-L-threonine dicyclohexylamine salt